N-(4-bromo-1,3-benzothiazol-2-yl)piperidine-3-carboxamide hydrochloride Cl.BrC1=CC=CC2=C1N=C(S2)NC(=O)C2CNCCC2